ClC1=CC=C(N=N1)OC1=CC=C(C=C1)C(C=CC1=C(C=CC=C1)C)=O 1-(4-((6-chloropyridazin-3-yl)oxy)phenyl)-3-(2-methylphenyl)-2-propen-1-one